ClC1=CC(=C(C=C1)C1=NC(=CC=2N=C(N(C(C21)=O)C)C)N2C[C@@H](OCC2)C2CC2)F 5-(4-chloro-2-fluoro-phenyl)-7-((2S)-2-cyclopropyl-4-morpholinyl)-2,3-dimethyl-pyrido[4,3-d]pyrimidin-4(3H)-one